4-((2,6-dioxopiperidin-3-yl)carbamoyl)benzoic acid O=C1NC(CCC1NC(=O)C1=CC=C(C(=O)O)C=C1)=O